OCCCN1\C(\C(C2=CC=CC=C12)(C)C)=C/1\C=C2C(C[N+](=C2C=C1)CCCOC(C1=CC=CC=C1)(C1=CC=CC=C1)C1=CC(=CC=C1)OC)(C)C 5-((E)-1-(3-hydroxypropyl)-3,3-dimethylindol-2-ylidene)-1-(3-((3-methoxyphenyl)diphenylmethoxy)propyl)-3,3-dimethyl-3H-indol-1-ium